C(CC=CCCCCC)C1SCC(N1)C(=O)O 2-(non-3-en-1-yl)thiazolidine-4-carboxylic acid